[Si](OCC)(OCC)(OCC)[O-].[Al+3].C(C)O[Si](OCC)(OCC)[O-].C(C)O[Si](OCC)(OCC)[O-] aluminum triethyl orthosilicate